(-)-1-((2S,5R)-5-((7H-pyrrolo[2,3-d]pyrimidine-4-yl)amino)-2-methylpiperidin-1-yl)prop-2-en-1-one N1=CN=C(C2=C1NC=C2)N[C@@H]2CC[C@@H](N(C2)C(C=C)=O)C